diethyl (methylsulfonyl)methylphosphonate CS(=O)(=O)CP(OCC)(OCC)=O